C(C1=CC=CC=C1)OC1=C(C=CC=C1)CBr 1-(benzyloxy)-2-(bromomethyl)benzene